C(C)(C)(C)OC(=O)NC1CCC(CC1)CNC1(CC1)C(=O)OC Methyl 1-((((1s,4s)-4-((tert-butoxycarbonyl)amino)cyclohexyl)methyl)amino)cyclopropane-1-carboxylate